ClC1=CC=C2C(=CC=NC2=C1)NC=1C=CC(=C(C1)CN1CCC(CC1)O)O 1-[[5-[(7-chloroquinolin-4-yl)amino]-2-hydroxyphenyl]methyl]piperidin-4-ol